N(=[N+]=[N-])C1C(N(CCC1)[C@H]1CN(CCC1)C(=O)OC(C)(C)C)=O (3'R)-tert-Butyl 3-azido-2-oxo-1,3'-bipiperidine-1'-carboxylate